C1(=CC=CC=C1)CS(=O)(=O)OC1=C(OC(C1=O)C1=C(C(=C(C(=C1[2H])[2H])C(F)(F)F)[2H])[2H])N 2-amino-4-oxo-5-(4-(trifluoromethyl)phenyl-2,3,5,6-d4)-4,5-dihydrofuran-3-yl phenylmethanesulfonate